O1CC(C1)N1CCN(CC1)C=1OC2=C(N1)C=C(C=C2)NC(=O)C=2C=CC1=C(CCO1)C2 2,3-dihydro-benzofuran-5-carboxylic acid [2-(4-oxetan-3-yl-piperazin-1-yl)-benzooxazol-5-yl]-amide